C1(CC1)NC(C1=CC(=C(C=C1)C)C=1C=NN(C1)C1=CN=C2N1C=C(C=C2)S(=O)(=O)C(C)(C)C)=O N-cyclopropyl-4-methyl-3-{1-[6-(2-methylpropane-2-sulfonyl)imidazo[1,2-a]pyridin-3-yl]-1H-pyrazol-4-yl}benzamide